N-Methoxy-N,5-dimethyl-pyridazine-4-carboxamide CON(C(=O)C1=CN=NC=C1C)C